(R)- or (S)-N-((1-(4-(trifluoromethyl)phenyl)-1,2,3,4-tetrahydro-1,5-naphthyridin-3-yl)methyl)acrylamide FC(C1=CC=C(C=C1)N1C[C@H](CC2=NC=CC=C12)CNC(C=C)=O)(F)F |o1:10|